Bis((3,4-epoxycyclohexyl) methyl) adipate C(CCCCC(=O)OCC1CC2C(CC1)O2)(=O)OCC2CC1C(CC2)O1